(2R,3R,4S,5R)-2-allyl-5-(hydroxymethyl)tetrahydrofuran-3,4-diol C(C=C)[C@H]1O[C@@H]([C@H]([C@H]1O)O)CO